(E)-7-(3-(5-bromo-2-methoxybenzylidene)-2,5-diketopyrrolidinyl)-N-hydroxyheptylamide BrC=1C=CC(=C(\C=C/2\C(N(C(C2)=O)C(CCCCCC[NH-])O)=O)C1)OC